Propyl 2,4,6-tri-O-acetyl-3-azido-3-deoxy-1-thio-α-D-galactopyranoside C(C)(=O)O[C@H]1[C@@H](SCCC)O[C@@H]([C@@H]([C@@H]1N=[N+]=[N-])OC(C)=O)COC(C)=O